5-methyltetrahydrofolic acid lithium salt [Li+].CN1C=2C(NC(=NC2NCC1CNC1=CC=C(C(N[C@@H](CCC(=O)[O-])C(=O)O)=O)C=C1)N)=O